1-carboxymethyl-4-PIPERIDINECARBOXYLIC ACID C(=O)(O)CN1CCC(CC1)C(=O)O